2-(6-(((1s,2s,3r,5r)-2-fluoro-9-azabicyclo[3.3.1]non-3-yl)oxy)pyridazin-3-yl)-5-(1,3,4-thiadiazol-2-yl)phenol F[C@H]1[C@@H]2CCC[C@H](C[C@H]1OC1=CC=C(N=N1)C1=C(C=C(C=C1)C=1SC=NN1)O)N2